CC1(OB(OC1(C)C)C=1C=C(C=CC1)S(=O)(=O)N)C 3-(4,4,5,5-tetramethyl-1,3,2-dioxaborolan-2-yl)benzenesulfonamide